6-(tert-butyl)-3-((4,5-dihydro-1H-imidazol-2-yl)methyl)-2,4-dimethylphenolate C(C)(C)(C)C1=CC(=C(C(=C1[O-])C)CC=1NCCN1)C